4-bromo-N-(2-chloro-6-fluorophenyl)-2-{[(2S)-1,1,1-trifluoropropan-2-yl]oxy}benzamide BrC1=CC(=C(C(=O)NC2=C(C=CC=C2F)Cl)C=C1)O[C@H](C(F)(F)F)C